ClC=1C=CC(=C(C1)C1N(CCCC1)C(=O)OC(C)(C)C)C=O tert-butyl 2-(5-chloro-2-formylphenyl)piperidine-1-carboxylate